C1(=CC=CC=C1)C1=C(C2=C(OC=3C2=C(C(=C(C3[2H])[2H])C3=CC=CC=C3)[2H])C(=C1[2H])N)[2H] 2,8-diphenyldibenzo[b,d]furan-1,3,6,7,9-d5-4-amine